6-fluoro-4-iodo-N-(4-methyloxan-4-yl)pyridin-2-amine FC1=CC(=CC(=N1)NC1(CCOCC1)C)I